5-(tert-butyl)-N-(2-(difluoromethyl)-4-(6-(1-methyl-1H-pyrazol-4-yl)pyrrolo[2,1-f][1,2,4]triazin-4-yl)benzyl)-1,3,4-oxadiazole-2-carboxamide C(C)(C)(C)C1=NN=C(O1)C(=O)NCC1=C(C=C(C=C1)C1=NC=NN2C1=CC(=C2)C=2C=NN(C2)C)C(F)F